CNC1CC2=C(C(=CS2)C)CC1 N,3-dimethyl-4,5,6,7-tetrahydrobenzothiophen-6-amine